FC=1C=C2C=3[C@@H](CCCC3N(C2=CC1)S(=O)(=O)C1=CC=C(C)C=C1)N[S@](=O)C(C)(C)C (R)-N-((R)-6-fluoro-9-p-toluenesulfonyl-2,3,4,9-tetrahydro-1H-carbazol-4-yl)-2-methylpropan-2-sulfinamide